S(=O)(=O)(C1=CC=CC=2C(N(C)C)=CC=CC12)OCC[N+](C)(C)C dansylcholine